ClC1=NC2=CC(=C3C(=C2C=C1)C(NC3C3=C(C=CC(=C3)F)Cl)=O)NC(C3=CC(=CC(=C3)F)C(F)(F)F)=O N-[7-chloro-3-(2-chloro-5-fluorophenyl)-1-oxo-2,3-dihydro-1H-pyrrolo[4,3-f]quinolin-4-yl]-5-fluoro-3-(trifluoromethyl)benzamide